[Si](C)(C)(C(C)(C)C)OCC1=C(C(=C(C=C1)C=1CCCOC1C(=O)OC)[N+](=O)[O-])F methyl 5-(4-(((tert-butyldimethylsilyl) oxy) methyl)-3-fluoro-2-nitrophenyl)-3,4-dihydro-2H-pyran-6-carboxylate